NC1=NC=2C=NC(=CC2C2=C1[C@H](OC2)C)C(=O)N(C(C)C)CC2=NC=C(C=C2)C2CC2 (3R)-4-amino-N-((5-cyclopropyl-2-pyridinyl)methyl)-3-methyl-N-(2-propanyl)-1,3-dihydrofuro[3,4-c][1,7]naphthyridine-8-carboxamide